4-((tert-butyldimethylsilyl)oxy)-1-(1-(pyridin-4-yl)-1H-pyrazol-4-yl)piperidin-2-one [Si](C)(C)(C(C)(C)C)OC1CC(N(CC1)C=1C=NN(C1)C1=CC=NC=C1)=O